NC1=NNC2=C(C=C(C=C12)C1=CC(=NC(=C1)N)N)Br 4-(3-Amino-7-bromo-1H-indazol-5-yl)pyridine-2,6-diamine